di-isononyl-amine C(CCCCCC(C)C)NCCCCCCC(C)C